C(C)(=O)SC(CC(=O)NCCC(=O)O)(C)C 3-(acetylthio)-3-methylbutyryl-beta-alanine